N-(4-(4-(8-(4,4-difluoropiperidin-1-yl)quinolin-6-yl)-1H-1,2,3-triazol-1-yl)-3-(6-azaspiro[2.5]octan-6-yl)phenyl)-1-hydroxy-2-methylpropane-2-sulfonamide FC1(CCN(CC1)C=1C=C(C=C2C=CC=NC12)C=1N=NN(C1)C1=C(C=C(C=C1)NS(=O)(=O)C(CO)(C)C)N1CCC2(CC2)CC1)F